2-[(3R)-3-[1-(4-{[(1R)-1-(2,4-dichlorophenyl)ethyl]amino}pyrazolo[1,5-a]pyrazin-6-yl)azetidin-3-yl]piperidin-1-yl]ethanol ClC1=C(C=CC(=C1)Cl)[C@@H](C)NC=1C=2N(C=C(N1)N1CC(C1)[C@@H]1CN(CCC1)CCO)N=CC2